4-methylpiperazine-1-carboxylic acid [(2s,3s,4E,6r,7s,10r)-2-[(E)-1-(4-fluoro-3-morpholin-4-ylphenyl) prop-1-en-2-yl]-10-hydroxy-3,7-dimethyl-12-oxo-1-oxododec-4-en-6-yl] ester FC1=C(C=C(C=C1)\C=C(/C)\[C@@H](C=O)[C@H](\C=C\[C@@H]([C@H](CC[C@H](CC=O)O)C)OC(=O)N1CCN(CC1)C)C)N1CCOCC1